N=1N2C(=C(C1)C1=NNC=C1NC=1N=CC3=C(N1)N(C(C31CC1)=O)[C@H]1C[C@@H](CCC1)O)CCC2 2'-((3-(5,6-dihydro-4H-pyrrolo[1,2-b]pyrazol-3-yl)-1H-pyrazol-4-yl)amino)-7'-((1R,3R)-3-hydroxycyclohexyl)spiro[cyclopropane-1,5'-pyrrolo[2,3-d]pyrimidin]-6'(7'H)-one